methyl 3-[[5-[2-(2-amino-3-pyridyl)-5-phenyl-imidazo[4,5-b]pyridin-3-yl]-2-pyridyl]carbamoyl]cyclohexanecarboxylate NC1=NC=CC=C1C1=NC=2C(=NC(=CC2)C2=CC=CC=C2)N1C=1C=CC(=NC1)NC(=O)C1CC(CCC1)C(=O)OC